C(CCC)[C@H]1OC2=CC(=C(C=C2C(C1)=NC1CC1)OC)OCCCOC |r| (RS)-2-(Butyl)-N-cyclopropyl-6-methoxy-7-(3-methoxypropoxy)chroman-4-imine